COC=1C=C(C=NN2C3=NC(=NC(=C3N=C2)NC2=CC=NC=C2)N2CCOCC2)C=CC1 9-((3-methoxybenzylidene)amino)-2-morpholino-N-(pyridin-4-yl)-9H-purin-6-amine